8-methoxy-2-phenyl-naphtho[2,1-d]oxazole COC1=CC=C2C=CC=3N=C(OC3C2=C1)C1=CC=CC=C1